1-(2-chloroethyl)-1-oxophosphole ClCCP1(C=CC=C1)=O